2,4,6-triamino-3,5-dinitropyridine-1-oxide NC1=[N+](C(=C(C(=C1[N+](=O)[O-])N)[N+](=O)[O-])N)[O-]